FC1=C(C(=C2C=CNC2=C1F)S(=O)(=O)C)OC=1C=CC(=C(C1)C=1OC=C(N1)[C@@]1(CCOC2=C(C=CC=C12)CCC(=O)OCC)C)F ethyl 3-[(4R)-4-[2-[5-[(6,7-difluoro-4-methylsulfonyl-1H-indol-5-yl)oxy]-2-fluoro-phenyl]oxazol-4-yl]-4-methyl-chroman-8-yl]propanoate